COC1=CC=CC(=N1)CN1CCCCC1 1-((6-methoxypyridin-2-yl)methyl)piperidin